3-((13S,15S,Z)-4-fluoro-16-(hydroxymethylene)-13-methyl-17-oxo-7,8,9,11,12,13,14,15,16,17-decahydro-6H-cyclopenta[a]phenanthren-15-yl)-N-(pyridazin-3-yl)propanamide FC1=CC=CC=2C3CC[C@@]4(C(\C(\[C@H](C4C3CCC12)CCC(=O)NC=1N=NC=CC1)=C/O)=O)C